C(C)OC(CC1=C(C=CC=C1)CC)=O 2-ethyl-phenylacetic acid ethyl ester